1-amino-2-bromo-4,5-naphthyridine NC1=C(C=NC2=NC=CC=C12)Br